6-(5,5-dimethyl-6,7-dihydro-5H-pyrrolo[2,1-c][1,2,4]triazol-3-yl)pyridin-2-amine CC1(CCC2=NN=C(N21)C2=CC=CC(=N2)N)C